(2R)-2-[(2R)-2-{[(9H-fluoren-9-ylmethoxy)Carbonyl]amino}-3-phenylpropionylamino]-4-methylpentanoic acid tert-butyl ester C(C)(C)(C)OC([C@@H](CC(C)C)NC([C@@H](CC1=CC=CC=C1)NC(=O)OCC1C2=CC=CC=C2C=2C=CC=CC12)=O)=O